NC1=CC=C(C=C1)N1CCN(CC1)C1CC2(C1)CCN(CC2)C2=CC=C1CN(C(C1=C2)=O)C2C(NC(CC2)=O)=O 3-(6-(2-(4-(4-aminophenyl)piperazin-1-yl)-7-azaspiro[3.5]nonan-7-yl)-1-oxoisoindolin-2-yl)piperidine-2,6-dione